COC(=O)C1(C(SC2=CC=CC=C2C1=O)C1=CC=C(C=C1)Br)CC=C=CC1=CC=CC=C1 (-)-Methyl-2-(4-bromophenyl)-4-oxo-3-(4-phenylbuta-2,3-dien-1-yl)thiochromane-3-carboxylate